(2S,3R,4S,5S,6R)-6-(acetoxymethyl)-3-aminotetrahydro-2H-pyran-2,4,5-triyl triacetate C(C)(=O)O[C@@H]1O[C@@H]([C@H]([C@H]([C@H]1N)OC(C)=O)OC(C)=O)COC(C)=O